4-(4-(3-aminophenyl)-2-(methylthio)-1-((2-(trimethylsilyl)ethoxy)methyl)-1H-imidazol-5-yl)-N-phenylpyridin-2-amine NC=1C=C(C=CC1)C=1N=C(N(C1C1=CC(=NC=C1)NC1=CC=CC=C1)COCC[Si](C)(C)C)SC